C1(CCC1)N(C)CC=1NC2=CC(=C(C=C2C1)F)CNC(=O)C=1N=C2N(C(C1)=O)C=CC=C2 N-[[2-[(cyclobutyl-methylamino)methyl]-5-fluoro-1H-indol-6-yl]methyl]-4-oxo-pyrido[1,2-a]pyrimidine-2-carboxamide